C(C)N1N=CC=C1C1=CN(C2=NC=C(C=C21)C2=CC=C(C=C2)N2CCN(CC2)C)[SH4]OOC2=CC=C(C=C2)C 3-(2-ethylpyrazol-3-yl)-1-[(4-methylphenyl)dioxy-lambda6-thio]-5-[4-(4-methylpiperazin-1-yl)phenyl]pyrrolo[2,3-b]pyridine